O=C1N2C(=NC=3C=C(C=CC13)C(F)(F)F)C(CC2)CC(C(=O)OCC)C(=O)OCC Diethyl 2-((9-oxo-6-(trifluoromethyl)-1,2,3,9-tetrahydropyrrolo[2,1-b]quinazolin-3-yl)methyl)malonate